(S)-2-(4-(4-((5-cyanopyridin-2-yl)methoxy)-5-fluoropyrimidin-2-yl)-2,5-difluorobenzyl)-3-(oxetan-2-ylmethyl)-3H-imidazo[4,5-b]pyridine-5-carboxylic acid C(#N)C=1C=CC(=NC1)COC1=NC(=NC=C1F)C1=CC(=C(CC2=NC=3C(=NC(=CC3)C(=O)O)N2C[C@H]2OCC2)C=C1F)F